4-methoxy-N-(3-(4-methylpiperazine-1-yl)propyl)benzenesulfonamide COC1=CC=C(C=C1)S(=O)(=O)NCCCN1CCN(CC1)C